OC1=C(C=C(C=C1OC)C(CO)C(OCCCC)C1=CC(=C(C=C1)O)OC)OC 2-(4-hydroxy-3,5-dimethoxyphenyl)-3-(4-hydroxy-3-methoxyphenyl)-3-butoxypropanol